(23S,25R)-23-Hydroxy-5alpha-spirostan O[C@@H]1[C@]2(O[C@@H]3[C@H]([C@@H]2C)[C@]2(CC[C@@H]4[C@]5(CCCC[C@@H]5CC[C@H]4[C@@H]2C3)C)C)OC[C@@H](C1)C